C(C)C(CCC(C)=O)(CC)[N+](=O)[O-] 5-ethyl-5-nitroheptan-2-one